N-(3-(2-(Cyclopropancarboxamido)pyridin-4-yl)-1H-indol-7-yl)-3-fluorobenzamid C1(CC1)C(=O)NC1=NC=CC(=C1)C1=CNC2=C(C=CC=C12)NC(C1=CC(=CC=C1)F)=O